C(C)(C)NC1=NC=C(C=N1)C 2-(isopropylamino)-5-methylpyrimidin